C(N)(=O)C1=C(C2=C(N(C(N(C2=O)CC(=O)O)=O)CCC2=CC=CC=C2)S1)C 2-[6-carbamoyl-5-methyl-2,4-dioxo-1-(2-phenylethyl)-1H,2H,3H,4H-thieno[2,3-d]pyrimidin-3-yl]acetic acid